2-ethoxy-oxamide CCONC(=O)C(=O)N